COC=1C=C(C=C(C1)OC)CNC(C(C(NC([C@@H](NC(NCCC(=O)OCC)=O)CC(C)C)=O)CC)=O)=O ethyl (8S)-1-(3,5-dimethoxyphenyl)-5-ethyl-8-isobutyl-3,4,7,10-tetraoxo-2,6,9,11-tetraazatetradecan-14-oate